5-methoxy-6-(2-methyl-1-oxoisoindol-5-yl)pyrimidine-4-carbonitrile COC=1C(=NC=NC1C=1C=C2CN(C(C2=CC1)=O)C)C#N